3,3',4',5,7-Pentahydroxy-5'-methoxyflavylium chloride [Cl-].OC=1C(=[O+]C2=CC(=CC(=C2C1)O)O)C1=CC(=C(C(=C1)OC)O)O